C1(CC1)N(C1=C(C(=NC=N1)NCC1C(CN(CC1)C(C(=O)N)CO)O)F)CC1=CC=C(C=C1)C(F)(F)F 2-(4-(((6-(cyclopropyl(4-(trifluoromethyl)benzyl)amino)-5-fluoropyrimidin-4-yl)amino)methyl)-3-hydroxypiperidin-1-yl)-3-hydroxypropanamide